Triethylammonium (E)-4-hydroxybut-2-en-1-yl-phosphate OC/C=C/COP(=O)([O-])[O-].C(C)[NH+](CC)CC.C(C)[NH+](CC)CC